FC(C=1N=C2N(CCC(C2)COC2=NC=C(C#N)C=C2)C1)(F)F 6-((2-(trifluoromethyl)-5,6,7,8-tetrahydroimidazo[1,2-a]pyridin-7-yl)methoxy)nicotinonitrile